OC(CNC(C1=C(C(C(=O)NCC(CO)O)=C(C(=C1I)NC(CO)=O)I)I)=O)CO N,N'-bis(2,3-dihydroxypropyl)-5-hydroxyacetamido-2,4,6-triiodoisophthalamide